C1(=CC=CC=C1)C1=CC=C(C=C1)C1=CC(=CC=C1)C1=CC=CC=2C3=C(SC21)C(=CC=C3)C=3C=C(C=CC3)C3=NC(=NC(=N3)C3=CC=CC=C3)C3=CC=CC=C3 2-{3-(6-(4'-Phenyl-1,1'-biphenyl-3-yl)-dibenzothiophen-4-yl)phenyl}-4,6-diphenyl-1,3,5-triazine